4-cyano-2-(trifluoro-methyl)benzene-1-sulfonyl chloride C(#N)C1=CC(=C(C=C1)S(=O)(=O)Cl)C(F)(F)F